C1N(CCC2=CC=CC=C12)[C@H]1[C@@H](CCN(CC1)C1=NC=NC(=C1)NC1=CC=CC=C1)O trans-5-(3,4-dihydroisoquinolin-2(1H)-yl)-1-(6-(phenylamino)pyrimidin-4-yl)azepan-4-ol